methyl 2-[2-(2-{5'-fluoro-7-methoxy-1'-methyl-[4,6'-biindazol]-1-yl} acetamido)acetamido]acetate FC=1C=C2C=NN(C2=CC1C=1C=2C=NN(C2C(=CC1)OC)CC(=O)NCC(=O)NCC(=O)OC)C